(S)-1-((benzyloxy)carbonyl)azetidine-2-carboxylic acid C(C1=CC=CC=C1)OC(=O)N1[C@@H](CC1)C(=O)O